N-((4-(3-((tert-butyldimethylsilyl)oxy)propyl)-2-isopropylpyridin-3-yl)carbamoyl)-2,6-dichloro-5-fluoronicotinamide [Si](C)(C)(C(C)(C)C)OCCCC1=C(C(=NC=C1)C(C)C)NC(=O)NC(C1=C(N=C(C(=C1)F)Cl)Cl)=O